4-(8-(2-bromopyridin-4-yl)-3,8-diazabicyclo[3.2.1]oct-3-yl)-6-(2-(methoxymethoxy)phenyl)pyridazin-3-amine BrC1=NC=CC(=C1)N1C2CN(CC1CC2)C2=C(N=NC(=C2)C2=C(C=CC=C2)OCOC)N